C(C)(C)(C)C1=NN(C2=CC(=CC=C12)Br)C(=O)OC1=NC(=C(C=C1)C1=NN(C2=CC(=CC=C12)N1CCNCC1)C)OCC1=CC=CC=C1 6-(benzyloxy)-5-(1-methyl-6-(piperazin-1-yl)-1H-indazol-3-yl)pyridin-2-ol tert-Butyl-6-bromo-1H-indazole-1-carboxylate